5-hydroxy-4-methoxy-5,6-dihydro-2H-pyran-2-one OC1C(=CC(OC1)=O)OC